O(C#N)C1=C(C=CC=C1)C1=CC=C(C=C1)OC#N 2,4'-Dicyanatobiphenyl